FC1(CC(C1)(CC1=NN=CN1C)C=1C=C(C=CC1)N1C(C2=CC(=CC(=C2C1)C(F)(F)F)CN1CCN(CC1)C)=O)F 2-(3-(3,3-difluoro-1-((4-methyl-4H-1,2,4-triazol-3-yl)methyl)cyclobutyl)phenyl)-6-((4-methylpiperazin-1-yl)methyl)-4-(trifluoromethyl)isoindolin-1-one